ClC=1C(=NN(C1)C(C)C)[S@](=O)(N)=NC(NC1=C2C(=NC3=C1CCC3)CCC2)=O (S)-4-Chloro-N'-((1,2,3,5,6,7-hexahydrodicyclopenta[b,e]pyridin-8-yl)carbamoyl)-1-isopropyl-1H-pyrazole-3-sulfonimidamide